C(C)OC(=O)C=1C=NC2=C(C=CC=C2C1)OC 8-Methoxy-quinoline-3-carboxylic acid ethyl ester